O=C1NC(CCC1N1C(N(C2=C1C=CC(=C2)CCCCC=O)C)=O)=O 5-[1-(2,6-dioxo-3-piperidyl)-3-methyl-2-oxo-benzimidazol-5-yl]Valeraldehyde